N-(4-((2',4'-difluoro-[1,1'-biphenyl]-3-yl)amino)-7-(3-(dimethylamino)-3-methyl-but-1-yn-1-yl)quinazolin-6-yl)acrylamide FC1=C(C=CC(=C1)F)C1=CC(=CC=C1)NC1=NC=NC2=CC(=C(C=C12)NC(C=C)=O)C#CC(C)(C)N(C)C